C(CCCCCCCCCCCC)P(OC(C)C)(OC(C)C)[O-].C(CCCCCCCCCCCC)P(OC(C)C)(OC(C)C)[O-] tetraisopropyl bis(tridecyl phosphite)